(1R,3S)-3-(5-((1,1-dioxido-3,4-dihydro-2H-benzo[e][1,2]thiazin-6-yl)amino)-1H-pyrazol-3-yl)cyclopentyl (4-nitrophenyl) carbonate C(O[C@H]1C[C@H](CC1)C1=NNC(=C1)NC=1C=CC2=C(CCNS2(=O)=O)C1)(OC1=CC=C(C=C1)[N+](=O)[O-])=O